5-fluorocinnoline dihydrochloride Cl.Cl.FC1=C2C=CN=NC2=CC=C1